C(#C)C=1C(=CC=C2C=C(C=C(C12)C1=C(C=2N=C(N=C(C2C=N1)N1CC(CCCC1)(O)C)OC[C@]12[C@H](N(CCC1)C)CCC2)F)O)F 1-(7-(8-ethynyl-7-fluoro-3-hydroxynaphthalen-1-yl)-8-fluoro-2-(((4aS,7aR)-1-methyloctahydro-4aH-cyclopenta[b]pyridin-4a-yl)methoxy)pyrido[4,3-d]pyrimidin-4-yl)-3-methylazepan-3-ol